ClC1=C(C=2N=C(NC(C2C(=N1)O[C@@H](C)[C@@H]1[C@@H]2CC[C@H](CN1)N2C(=O)OC(C)(C)C)=O)SC)F tert-butyl (1S,2S,5R)-2-[(1S)-1-[(7-chloro-8-fluoro-2-methylsulfanyl-4-oxo-3H-pyrido[4,3-d]pyrimidin-5-yl)oxy]ethyl]-3,8-diazabicyclo[3.2.1]octane-8-carboxylate